COC(=O)COC(=O)C1C2C3C4C=CC(C3C(C1)C2)C4 8-methoxycarbonylmethyloxycarbonyl-tetracyclo[4.4.0.12,5.17,10]-3-dodecene